1-[2-(prop-1-yn-1-yl)-4-(trifluoromethyl)phenyl]pyrido[3,4-d]pyridazin-4-amine formate C(=O)O.C(#CC)C1=C(C=CC(=C1)C(F)(F)F)C1=C2C(=C(N=N1)N)C=NC=C2